O1CCC(C2=CC=CC=C12)=O 4-Chromanon